ClC=1C=C(C=NC1Cl)C(=O)O 5,6-dichloro-3-picolinic acid